C(CCCCCCC\C=C/CCCCCCCC)C(C(=O)O)=CC=CCCCCCCCCCCCCCCC oleyl-eicosadienoic acid